5,6-dihydro-4H-imidazo[4,5,1-ij]quinolin-2-ylmethyl-N1-(5,6,7,8-tetrahydro-quinolin-8-yl)-butane-1,4-diamine N1=C(N2CCCC3=CC=CC1=C23)CC(CCCN)NC2CCCC=3C=CC=NC23